C(#N)C=1C=C(C=C(C1)CO)C1=CC(=CC=C1)C=1N=C(SC1)NC(CNC(=O)C=1C=C(C=CC1)C(CNC(OC(C)(C)C)=O)(C)C)=O tert-butyl (2-(3-((2-((4-(3'-cyano-5'-(hydroxymethyl)-[1,1'-biphenyl]-3-yl)thiazol-2-yl)amino)-2-oxoethyl)carbamoyl)phenyl)-2-methylpropyl)carbamate